1-butyl ((4-nitrophenyl)sulfonyl)-L-prolinate [N+](=O)([O-])C1=CC=C(C=C1)S(=O)(=O)N1[C@@H](CCC1)C(=O)OCCCC